(E)-1-(6-chloro-5-(methylsulfonyl)pyridin-2-yl)ethanone O-ethyloxime C(C)O\N=C(/C)\C1=NC(=C(C=C1)S(=O)(=O)C)Cl